ClC1=C(C=C(C(=C1)F)C)[N+](=O)O (2-Chloro-4-fluoro-5-methyl-phenyl)-hydroxy-oxo-ammonium